tert-butyl (3-chloro-5-(4,4,5,5-tetramethyl-1,3,2-dioxaborolan-2-yl)benzyl)(cyclopropyl)carbamate ClC=1C=C(CN(C(OC(C)(C)C)=O)C2CC2)C=C(C1)B1OC(C(O1)(C)C)(C)C